(ethyl butylmalonate) titanium [Ti+4].C(C)C(C(=O)[O-])(C(=O)[O-])CCCC.C(C)C(C(=O)[O-])(C(=O)[O-])CCCC